FC=1C=C(CC=2C=C3C(=NNC3=CC2)NC(C2=C(C=C(C=C2)N2CCN(CC2)C2CCN(CC2)C=2C=C3CN(C(C3=CC2)=O)C2C(NC(CC2)=O)=O)NC2CCOCC2)=O)C=C(C1)F N-(5-(3,5-difluorobenzyl)-1H-indazol-3-yl)-4-(4-(1-(2-(2,6-dioxopiperidin-3-yl)-1-oxoisoindolin-5-yl)piperidin-4-yl)piperazin-1-yl)-2-((tetrahydro-2H-pyran-4-yl)amino)benzamide